3,4-diphenylpyrrolidine C1(=CC=CC=C1)C1CNCC1C1=CC=CC=C1